ClC1=CC=C(S1)CNC1=CC(=NN1C(C(C)(C)C)=O)C1CCN(CC1)C(CN1CCOCC1)=O 1-(5-{[(5-Chlorothiophen-2-yl)methyl]amino}-3-{1-[2-(morpholin-4-yl)acetyl]piperidin-4-yl}-1H-pyrazol-1-yl)-2,2-dimethylpropan-1-on